[Si](C)(C)(C(C)(C)C)OC1=CC=C(C=C1)C#CCCCCCCO 8-(4-((tert-butyldimethylsilyl)oxy)phenyl)oct-7-yn-1-ol